(S)-(1-(3-(2-(2-methylazetidin-1-yl)-6-(trifluoromethyl)pyrimidin-4-yl)-1,2,4-oxadiazol-5-yl)cyclopropyl)(piperazin-1-yl)methanone C[C@@H]1N(CC1)C1=NC(=CC(=N1)C1=NOC(=N1)C1(CC1)C(=O)N1CCNCC1)C(F)(F)F